C(#N)C=1C=NN2C1C(=CC(=C2)C=2C(=NN(C2)[C@@H]2CN(CCC2)C(=O)OC)C)SC2=C(C=CC=C2)C#N methyl (S)-3-(4-(3-cyano-4-((2-cyanophenyl)thio)pyrazolo[1,5-a]pyridin-6-yl)-3-methyl-1H-pyrazol-1-yl)piperidine-1-carboxylate